6-((2H-tetrazol-5-yl)methoxy)-N'-((1,2,3,5,6,7-hexahydro-s-indacen-4-yl)carbamoyl)-6,7-dihydro-5H-pyrazolo[5,1-b][1,3]oxazine-3-sulfonimidamide N=1NN=NC1COC1CN2C(OC1)=C(C=N2)S(=O)(N)=NC(NC2=C1CCCC1=CC=1CCCC21)=O